C(C)(C)(C)OC(=O)N1C[C@H]([C@H](CC1)[C@H](C)N)C (3S,4S)-4-[(1S)-1-aminoethyl]-3-methylpiperidine-1-carboxylic acid tert-butyl ester